C[Si](N(C)C)(N(C)C)C dimethyl-di(dimethylamino)silane